1-(3,5-bis(trifluoromethyl)phenyl)-3-cyclohexyl-2-Thiourea FC(C=1C=C(C=C(C1)C(F)(F)F)NC(=S)NC1CCCCC1)(F)F